C(C1=CC=CC=C1)OC([C@@H](CC1=CC=C(C=C1)C1=CC=C(C=C1)F)OC([C@H](CC(C)(C)F)N(C)C(=O)OC(C)(C)C)=O)=O (2R)-1-(benzyloxy)-3-[4-(4-fluorophenyl) phenyl]-1-oxopropan-2-yl-(2S)-2-[[(tert-butoxy) carbonyl] (methyl) amino]-4-fluoro-4-methylpentanoate